ClC=1C=C(C=CC1F)NC(N(C)[C@@H]1C=2C3=C(C(NC2CN(C1)CCO)=O)C=C(C=C3)F)=O (R)-3-(3-chloro-4-fluorophenyl)-1-(8-fluoro-3-(2-hydroxyethyl)-6-oxo-1,2,3,4,5,6-hexahydrobenzo[c][1,7]naphthyridin-1-yl)-1-methylurea